ClC1=CC=C(OCCCN2C(C3=CC=CC=C3C2=O)=O)C=C1 2-(3-(4-chlorophenoxy)propyl)isoindoline-1,3-dione